BrC1=C2C(NC(C2=CC(=C1)C)=O)O 4-Bromo-3-hydroxy-6-methylisoindolin-1-one